2-(((R)-2-((2,2'-dichloro-3'-(5-(((R)-3-hydroxypyrrolidin-1-yl)methyl)picolinamido)-[1,1'-biphenyl]-3-yl)carbamoyl)-4,5,6,7-tetrahydropyrazolo[1,5-a]pyridin-4-yl)amino)acetic acid ClC1=C(C=CC=C1NC(=O)C1=NN2C([C@@H](CCC2)NCC(=O)O)=C1)C1=C(C(=CC=C1)NC(C1=NC=C(C=C1)CN1C[C@@H](CC1)O)=O)Cl